1-methylpiperidine-4-carbonyl chloride hydrochloride Cl.CN1CCC(CC1)C(=O)Cl